((2R,3S,5R)-5-(6-amino-2-fluoro-9H-purin-9-yl)-2-ethynyl-3-hydroxytetrahydro-furan-2-yl)methyl (1,3-bis(isobutyryloxy)propan-2-yl) succinate C(CCC(=O)OC(COC(C(C)C)=O)COC(C(C)C)=O)(=O)OC[C@]1(O[C@H](C[C@@H]1O)N1C2=NC(=NC(=C2N=C1)N)F)C#C